(±)-trans-N-[8-amino-6-(5-amino-4-methylpyridin-3-yl)-7-chloroisoquinolin-3-yl]-2-(cyanomethyl)cyclopropane-1-carboxamide NC=1C(=C(C=C2C=C(N=CC12)NC(=O)[C@H]1[C@@H](C1)CC#N)C=1C=NC=C(C1C)N)Cl |r|